6-(2,2-dimethylpyrrolidin-1-yl)-4-((methylamino)methyl)-2,3-dihydro-1H-pyrrolo[3,4-c]pyridin-1-one CC1(N(CCC1)C1=CC2=C(C(=N1)CNC)CNC2=O)C